N1=CC(=CC2=NC=CC=C12)S(=O)(=O)N1CCC2(C[C@H](CO2)NCC(CO[C@H](C(C)C)OC=2C=C(C=CC2)S(=O)(=O)NC)O)CC1 3-((S)-3-((R)-8-(1,5-naphthyridin-3-ylsulfonyl)-1-oxa-8-azaspiro[4.5]dec-3-ylamino)-2-hydroxypropoxy-2-methylpropyloxy)-N-methylbenzenesulfonamide